N-[(1r,4r)-4-{2-[3-(4-{4-fluoro-2-[(3R)-3-methylmorpholine-4-carbonyl]phenyl}-1-methyl-1H-indazol-6-yl)azetidin-1-yl]propyl}cyclohexyl]ethane-1-sulfonamide FC1=CC(=C(C=C1)C1=C2C=NN(C2=CC(=C1)C1CN(C1)C(CC1CCC(CC1)NS(=O)(=O)CC)C)C)C(=O)N1[C@@H](COCC1)C